C(#N)[C@H](C[C@H]1C(NCCC1)=O)NC([C@H](CC(C)C)NC([C@H](CC1=CC=C(C=C1)F)NC(=O)C1=NOC(=C1)C)=O)=O N-((S)-1-(((S)-1-(((S)-1-cyano-2-((S)-2-oxopiperidin-3-yl)ethyl)amino)-4-methyl-1-oxopentan-2-yl)amino)-3-(4-fluorophenyl)-1-oxopropan-2-yl)-5-methylisoxazole-3-carboxamide